(S)-1-(1-methyl-1H-pyrazol-3-yl)ethan-1-ol CN1N=C(C=C1)[C@H](C)O